(3s,7ar)-3-phenyltetrahydropyrrolo[1,2-C]oxazol-5(3H)-one C1(=CC=CC=C1)[C@@H]1OC[C@@H]2N1C(CC2)=O